FC=1C=C(N)C=CC1OC1=CC=2N(C=N1)C=NN2 3-fluoro-4-([1,2,4]triazolo[4,3-c]pyrimidin-7-yloxy)aniline